C1(=CCCCC1)C=1C=CC(=NC1)C1=C2C(=NNC2=CC=C1)N 4-(5-(cyclohex-1-en-1-yl)pyridin-2-yl)-1H-indazol-3-amine